C(C)(C)(C)OC(NCCOCCOCCOCCOCCOCCOC1=CC=C(C=C1)OC1=CC=C(C=C1)N(C(CCl)=O)CC1=CC=CC=C1)=O.OC1=C(C=C(C(=C1O)O)O)C=CC1=CC=CC=C1 2,3,5,4-tetrahydroxystilbene tert-butyl-N-(17-{4-[4-(N-benzyl-2-chloroacetamido)phenoxy]phenoxy}-3,6,9,12,15-pentaoxaheptadecan-1-yl)carbamate